2-morpholinoethyl 3-(6,7-dimethoxy-1,3-dioxo-1,3-dihydro-2H-benzo[4,5]thieno[2,3-c]pyrrol-2-yl)propanoate COC1=CC2=C(C3=C(C(N(C3=O)CCC(=O)OCCN3CCOCC3)=O)S2)C=C1OC